BrC=1SC(=CN1)C(=O)N1C[C@H](OCC1)C=1C(=C2COC(C2=CC1)=O)C (R)-5-(4-(2-bromothiazole-5-carbonyl)morpholin-2-yl)-4-methyl-isobenzofuran-1(3H)-one